COC(=O)C1=C(C=C2C(=N1)C(=CN2C(=O)OC(C)(C)C)Br)C 3-bromo-6-methyl-1H-pyrrolo[3,2-b]pyridine-1,5-dicarboxylic acid 1-tert-butyl 5-methyl ester